C(C)OC(C(CCCC1=CC=C(C=C1)C1=CC=CC=C1)C)=O 5-([1,1'-biphenyl]-4-yl)-2-methylpentanoic acid ethyl ester